(1r,2s)-N-(4-(2,6-dimethoxyphenyl)-5-(5-methyl-3-pyridinyl)-4H-1,2,4-triazol-3-yl)-1-methoxy-1-(5-methyl-2-pyrimidinyl)-2-propane-sulfonamide COC1=C(C(=CC=C1)OC)N1C(=NN=C1C=1C=NC=C(C1)C)NS(=O)(=O)[C@H]([C@@H](C1=NC=C(C=N1)C)OC)C